C(C)(C)(C)N1C[C@H](OCC1)CN1C(C=2NC=3N(C(C2C1)=O)N=C(C3)CC)=O tert-butyl-(2S)-2-[(2-ethyl-5,8-dioxo-5,8-dihydro-4H-pyrazolo[1,5-a]pyrrolo[3,4-d]pyrimidin-6(7H)-yl)methyl]morpholine